C1(=CC=CC=C1)P(CCCCP(C1=CC=CC=C1)C1=CC=CC=C1)C1=CC=CC=C1 1,4-bisdiphenylphosphinobutane